N=1C=CN2N=C(C=CC21)C=2C=CC(=C(C2)O)C2=CC1=C(N=N2)N(N=N1)C1CC(NC(C1)(C)C)(C)C 5-(imidazo[1,2-b]pyridazin-6-yl)-2-(3-(2,2,6,6-tetramethylpiperidin-4-yl)-3H-[1,2,3]triazolo[4,5-c]pyridazin-6-yl)phenol